N-[(2S,3S,4R,5S,6R)-4,5-Dihydroxy-6-(hydroxymethyl)-2-[4-[(E)-3-phenylprop-2-enoyl]phenoxy]oxan-3-yl]acetamide O[C@@H]1[C@@H]([C@@H](O[C@@H]([C@H]1O)CO)OC1=CC=C(C=C1)C(\C=C\C1=CC=CC=C1)=O)NC(C)=O